NC=1N=C2N(N=C(C=C2)NC2CCC(CC2)C(C)(C)O)C1C1=CC(=CC=C1)C(F)(F)F 2-[(1r,4r)-4-[[2-amino-3-[3-(trifluoromethyl)phenyl]imidazo[1,2-b]pyridazine-6-yl]amino]cyclohexyl]propan-2-ol